5-(4-bromophenyl)-1,4-dimethyl-1H-pyrazole BrC1=CC=C(C=C1)C1=C(C=NN1C)C